1-(2-difluoromethyl-4-(3-(tellurophen-2-yl)propanamido)phenyl)-β-D-galactopyranose FC(C1=C(C=CC(=C1)NC(CCC=1[Te]C=CC1)=O)[C@]1(O)[C@H](O)[C@@H](O)[C@@H](O)[C@H](O1)CO)F